S1C=NC2=C1C=C(C=C2)\C=C\2/N=C(NC2=O)NC2CC1(C2)CCN(CC1)C (4Z)-4-(1,3-benzothiazol-6-ylmethylene)-2-[(7-methyl-7-azaspiro[3.5]nonan-2-yl)amino]-1H-imidazol-5-one